C(CCCCCCCCC)(=O)OC(CSCCCCC)CCCCCN(CCCCCC(CSCCCCC)OC(CCCCCCCCC)=O)CCCCO.OC(C1=CC2=C(C(=N1)C1=CC=C(C(=O)N[C@@H]3CC[C@H](CC3)C(C)(C)O)C=C1)C=CO2)([2H])[2H] 4-[6-(hydroxymethyl-d2)furo[3,2-c]pyridin-4-yl]-N-[trans-4-(2-hydroxypropan-2-yl)cyclohexyl]benzamide ((4-hydroxybutyl)azanediyl)bis(1-(pentylthio)heptane-7,2-diyl) bis(decanoate)